5-iodouridine-5'-triphosphate P(O)(=O)(OP(=O)(O)OP(=O)(O)O)OC[C@@H]1[C@H]([C@H]([C@@H](O1)N1C(=O)NC(=O)C(=C1)I)O)O